NC1=NC2=CC=C(C=C2C=C1Br)C(=O)N([C@H](CC)C1=NC=CC=N1)CC1=NC=C(C=C1)C(F)F 2-amino-3-bromo-N-((5-(difluoromethyl)-2-pyridinyl)methyl)-N-((1R)-1-(2-pyrimidinyl)propyl)-6-quinolinecarboxamide